2-(3,4-dichlorophenyl)-1-ethyl-5-(6-fluoro-3-pyridinyl)-6-methyl-4-oxo-pyridine-3-carboxylic acid ClC=1C=C(C=CC1Cl)C=1N(C(=C(C(C1C(=O)O)=O)C=1C=NC(=CC1)F)C)CC